rhodium diethoxide [O-]CC.[O-]CC.[Rh+2]